N-(3-Carbamoyl-1-piperidin-4-yl-1H-pyrazol-4-yl)pyrazolo[1,5-a]pyrimidin-3-carboxamid C(N)(=O)C1=NN(C=C1NC(=O)C=1C=NN2C1N=CC=C2)C2CCNCC2